5-((4,6-difluoro-5-(4'-((3-((2-hydroxyethoxy)methyl)azetidin-1-yl)methyl)-[1,1'-biphenyl]-4-yl)-1H-benzo[d]imidazol-2-yl)oxy)-2-methylbenzoic acid FC1=C(C(=CC=2NC(=NC21)OC=2C=CC(=C(C(=O)O)C2)C)F)C2=CC=C(C=C2)C2=CC=C(C=C2)CN2CC(C2)COCCO